N-(furan-2-ylmethyl)-9H-fluorene-9-imine O1C(=CC=C1)CN=C1C2=CC=CC=C2C=2C=CC=CC12